(S)-2-(((6-(3,4-difluoro-5-methoxyphenyl)-2-(3,3,3-trifluoro-2,2-dimethylpropanoyl)-2,6-diazaspiro[3.4]octan-8-yl)methoxy)methyl)-6-(4,4-difluorocyclohexyl)benzoic acid FC=1C=C(C=C(C1F)OC)N1CC2(CN(C2)C(C(C(F)(F)F)(C)C)=O)[C@@H](C1)COCC1=C(C(=O)O)C(=CC=C1)C1CCC(CC1)(F)F